2-(2-(Cyclopropanesulfonamido)pyrimidin-4-yl)-2,2-difluoroacetic acid C1(CC1)S(=O)(=O)NC1=NC=CC(=N1)C(C(=O)O)(F)F